(1r,2s,5r)-N-(4-methoxyphenyl)-5-methyl-2-(1-methylethyl)cyclohexyl-carboxamide COC1=CC=C(C=C1)NC(=O)[C@H]1[C@@H](CC[C@H](C1)C)C(C)C